COC(N[C@H](C(=O)NC=1C(N(C=CC1)CC1=NC2=C(N1)C(=C(C(=C2)F)F)OC2=CC=CC=C2)=O)CC\C=C\C(=O)N(C)C)=O Methyl-(S,E)-(1-((1-((5,6-difluoro-7-phenoxy-1H-benzo[d]imidazol-2-yl)methyl)-2-oxo-1,2-dihydropyridin-3-yl)amino)-7-(dimethylamino)-1,7-dioxohept-5-en-2-yl)carbamat